2'-hydroxy-3'-methyl-5'-nitroacetophenone OC1=C(C=C(C=C1C)[N+](=O)[O-])C(C)=O